C1(=CC=CC=C1)C=1N=C(NC1)C1=NNC2=CC=C(C=C12)C(=O)N1CCN(CC1)C1=CC(=CC=C1)C(F)(F)F (3-(4-phenyl-1H-imidazol-2-yl)-1H-indazol-5-yl)(4-(3-(trifluoromethyl)phenyl)piperazin-1-yl)methanone